ONC(C[C@@H](CC1=CC2=CC=CC=C2C=C1)N1N=NC(=C1)CNC(CC1=CC=C(C=C1)C)=O)=O (R)-N-Hydroxy-4-naphthalen-2-yl-3-{4-[(2-p-tolyl-acetylamino)-methyl]-[1,2,3]triazol-1-yl}-butyramide